NC=1N=C(N(C(C1SC1=C(C(=CC=C1)Cl)Cl)=O)C)N1CCN(CC1)CCCNC(OC(C)(C)C)=O tert-butyl (3-(4-(4-amino-5-((2,3-dichlorophenyl)thio)-1-methyl-6-oxo-1,6-dihydropyrimidin-2-yl)piperazin-1-yl)propyl)carbamate